p-hexyl-benzyl alcohol C(CCCCC)C1=CC=C(CO)C=C1